5-(4-(6-(((R)-1-(3-fluorophenyl)piperidin-3-yl)amino)pyrimidin-4-yl)piperazin-1-yl)pentan-1-one FC=1C=C(C=CC1)N1C[C@@H](CCC1)NC1=CC(=NC=N1)N1CCN(CC1)CCCCC=O